C(C1=CC=C(C=C1)N=C=O)C1=CC=C(C=C1)N=C=O 1,1'-methylenebis[4-isocyanato-benzene]